Ethyl (R)-6-methoxy-7-((6-(5-methyl-6,7-dihydro-5H-pyrrolo[2,1-c][1,2,4]triazol-3-yl)pyridin-2-yl)carbamoyl)-3,4-dihydroisoquinoline-2(1H)-carboxylate COC=1C=C2CCN(CC2=CC1C(NC1=NC(=CC=C1)C=1N2C(=NN1)CC[C@H]2C)=O)C(=O)OCC